C1(CCC1)S(=O)CSC1=C(C#N)C(=CC(=N1)C1=CC=C(C=C1)OCCO)C=1C=NN(C1)C 2-(((cyclobutylsulfinyl)methyl)thio)-6-(4-(2-hydroxyethoxy)phenyl)-4-(1-methyl-1H-pyrazol-4-yl)nicotinonitrile